FC=1C=C(C(=NC1)C=1C=C(SC1C)C(=O)NC1=CC(=CC=C1)NS(=O)(=O)CCO)OCC1=CC(=CC(=C1)S(=O)(=O)C)F 4-(5-fluoro-3-((3-fluoro-5-(methylsulfonyl)benzyl)oxy)pyridin-2-yl)-N-(3-((2-hydroxyethyl)sulfonamido)phenyl)-5-methylthiophene-2-carboxamide